CN1C(=NC=2C1=NC(=CC2N2CCOCC2)N/N=C/C2=CC(=CC=C2)C)C2=NC=CC=C2 (E)-4-(3-methyl-5-(2-(3-methylbenzylidene)hydrazinyl)-2-(pyridin-2-yl)-3H-imidazo[4,5-b]pyridin-7-yl)morpholine